methyl 3-(2-[[(benzyloxy)carbonyl]amino]ethoxy)pyridine-4-carboxylate C(C1=CC=CC=C1)OC(=O)NCCOC=1C=NC=CC1C(=O)OC